CN1C(CCC1)=O l-N-Methyl-2-Pyrrolidone